N1=CN=CC=2NC=CNC12 5,8-dihydropteridine